C(C1=CC=CC=C1)N1CC2(C1)CC(C2)NC(=O)N2[C@@H](CN(C[C@H]2C)C2=NC1=CC=CC=C1C=N2)C (2R,6R)-N-{2-benzyl-2-azaspiro[3.3]heptan-6-yl}-2,6-dimethyl-4-(quinazolin-2-yl)piperazine-1-carboxamide